2-(6,6-difluoro-3-azabicyclo[3.1.0]hex-3-yl)acetonitrile FC1(C2CN(CC12)CC#N)F